C1(CC1)NC(=O)C1=C(C=C(C=C1OC)C1=CN=C2N1C=CC(=C2)C2N(CC2)C(=O)OC(C)(C)C)OC(F)F tert-butyl 2-[3-[4-(cyclopropylcarbamoyl)-3-(difluoromethoxy)-5-methoxy-phenyl]imidazo[1,2-a]pyridin-7-yl]azetidine-1-carboxylate